CC1=CC=C(CC2=CC(N(C3=CC=CC=C23)C)=O)C=C1 4-(4-methylbenzyl)-1-methyl-quinolin-2(1H)-one